C(C)(C)(C)OC(=O)N(CCC1=NC(=CC=C1[N+](=O)[O-])OC)CC1=C(C=CC(=C1Cl)F)NC1=C(C(=O)O)C=C(C(=C1)C(F)(F)F)F 2-((2-(((tert-butoxycarbonyl)(2-(6-methoxy-3-nitropyridin-2-yl)ethyl)amino)methyl)-3-chloro-4-fluorophenyl)amino)-5-fluoro-4-(trifluoromethyl)benzoic acid